ClC1=CC=C2C(=N1)N=C(O2)N2CCN(CC2)C(=O)N2CC(C2)OCC2=C(C=C(C=C2)OC(F)(F)F)F [4-(5-Chlorooxazolo[4,5-b]pyridin-2-yl)piperazin-1-yl]-[3-[[2-fluoro-4-(trifluoromethoxy)phenyl]methoxy]azetidin-1-yl]methanone